C(CC)S(=O)(=O)[O-].[Na+] sodium propanesulfonate salt